CC(=O)N[C@H]([C@H]([C@H]([C@@H](CO)O)O)O)C(=O)O The molecule is a carbohydrate acid derivative comprising D-galactonic acid having the 2-hydroxy group replaced by acetamido. It is a carbohydrate acid derivative and a monocarboxylic acid. It derives from a D-galactonic acid. It is a conjugate acid of a N-acetyl-D-galactosaminate.